ClC=1C(=NC=CC1C1=NC(=C(C=C1)CNCC1NC(CC1)=O)OC)C=1C(=C(C=CC1)NC(C1=NC=C(C=C1)CNCC(C)O)=O)C N-(3-(3'-chloro-6-methoxy-5-((((5-oxopyrrolidin-2-yl)methyl)amino)methyl)-[2,4'-bipyridin]-2'-yl)-2-methylphenyl)-5-(((2-hydroxypropyl)amino)methyl)picolinamide